[Cl-].BrCC[N+](C)(C)C 2-bromoethyltrimethylammonium chloride